3-(1,4-Dimethyl-1H-benzotriazol-5-yl)-3-(7-{[(4R)-4-ethyl-1,1-dioxo-3,4-dihydro-2H-pyrido[2,3-b][1,4,5]oxathiazepin-2-yl]methyl}-2,3-dihydro-1H-inden-5-yl)propanoic acid CN1N=NC2=C1C=CC(=C2C)C(CC(=O)O)C=2C=C1CCCC1=C(C2)CN2S(C1=C(O[C@@H](C2)CC)N=CC=C1)(=O)=O